(5-cyclopentyl-1,2,4-oxadiazol-3-yl)-1-(propan-2-yl)-1H-1,2,3-benzotriazole C1(CCCC1)C1=NC(=NO1)C1=CC=CC=2N(N=NC21)C(C)C